4-({3-[4-({2-azaspiro[3.3]heptan-6-yl}amino)-1-(2,2,2-trifluoroethyl)-1H-indol-2-yl]prop-2-yn-1-yl}amino)-3-methoxybenzene-1-sulfonamide C1NCC12CC(C2)NC2=C1C=C(N(C1=CC=C2)CC(F)(F)F)C#CCNC2=C(C=C(C=C2)S(=O)(=O)N)OC